5'-O-(tert-butyldimethylsilyl)thymidine [Si](C)(C)(C(C)(C)C)OC[C@@H]1[C@H](C[C@@H](O1)N1C(=O)NC(=O)C(C)=C1)O